FC1=CC=2C(C3=C(C(=NC4=CC=CC=C34)N3CCNCC3)SC2C=C1)=O 10-fluoro-6-(hexahydropyrazin-1-yl)-12H-thiochromeno[2,3-c]quinolin-12-one